BrC=1C=C2N3C4CCC(N(CCOC=5N(N=CC5C=5C(N(C=C(C(NC3=NC2=CC1)=O)C5)C)=O)C)C4)(C)C 5-bromo-15,21,27,27-tetramethyl-23-oxa-2,9,11,15,20,21,26-heptaazahexacyclo[24.3.1.1^{13,17}.0^{2,10}.0^{3,8}.0^{18,22}]hentriaconta-3,5,7,9,13,17(31),18(22),19-octaene-12,16-dione